3,3-dimethyl-6-(2-methyl-4-(4-(tetrahydro-2H-pyran-2-yl)-4H-1,2,4-triazol-3-yl)phenyl)-4-(2-(tetrahydro-2H-pyran-4-yl)ethyl)-3,4-dihydropyrazino[2,3-b]Pyrazin-2(1H)-one CC1(N(C=2C(=NC=C(N2)C2=C(C=C(C=C2)C2=NN=CN2C2OCCCC2)C)NC1=O)CCC1CCOCC1)C